C(CC)N1CC2OC2CC1 3-propyl-7-oxa-3-azabicyclo[4.1.0]heptane